(S)-1-(4-fluorophenyl)-5-(2-methyl-4-((1-methyl-1H-pyrazol-4-yl)sulfonyl)piperazin-1-yl)-1H-indazole FC1=CC=C(C=C1)N1N=CC2=CC(=CC=C12)N1[C@H](CN(CC1)S(=O)(=O)C=1C=NN(C1)C)C